N=1C=C(N2C1C=CC=C2)C(=O)N2CC1=C(CC2)C(=CS1)C(=O)NC1=CC(=CC(=C1)C(F)(F)F)OC1CN(CC1)C 6-(imidazo[1,2-a]pyridine-3-carbonyl)-N-(3-((1-methylpyrrolidin-3-yl)oxy)-5-(trifluoromethyl)phenyl)-4,5,6,7-tetrahydrothieno[2,3-c]pyridine-3-carboxamide